NC1=NC=CC(=C1C#N)OC1=C(C=C(C=C1F)NC(=O)C=1C=NN(C1C(F)(F)F)C1=NC=CC=N1)F N-(4-((2-amino-3-cyanopyridin-4-yl)oxy)-3,5-difluorophenyl)-1-(pyrimidin-2-yl)-5-(trifluoromethyl)-1H-pyrazole-4-carboxamide